tert-butyl N-[4-[4-[2-[3-[3-[3-amino-6-(2-hydroxyphenyl)pyridazin-4-yl]-3,8-diazabicyclo[3.2.1]octan-8-yl]phenoxy]ethyl]piperazin-1-yl]-4-oxo-butyl]carbamate NC=1N=NC(=CC1N1CC2CCC(C1)N2C=2C=C(OCCN1CCN(CC1)C(CCCNC(OC(C)(C)C)=O)=O)C=CC2)C2=C(C=CC=C2)O